ClC1=NC(=NC(=N1)Cl)NC1=CC=C(C(=O)NC(C)(C)C)C=C1 4-[(4,6-dichloro-1,3,5-triazin-2-yl)amino]-N-(1,1-dimethylethyl)-benzamide